pyrazino[1,2-a]pyrimidine-1(6H)-carboxylate N1(C=2N(C=CC1)CC=NC2)C(=O)[O-]